CC=1N=C(C=2N(C1)C=C(N2)NC(OC(C)(C)C)=O)CN2N=CC=C2 tert-butyl N-[6-methyl-8-(pyrazol-1-ylmethyl)imidazo[1,2-a]pyrazin-2-yl]carbamate